[Sn].[Bi].[Sn].[In] indium tin bismuth tin